C(C1CO1)C1(C(C(C(CC1)(CN)N)(N)CC1CO1)(CN)CC1CO1)CC1CO1 tetraglycidyl-diamino-1,3-bis(aminomethyl)cyclohexane